dipentyl carbonate carbonate C(O)(O)=O.C(OCCCCC)(OCCCCC)=O